OC1=C(C=CC=C1)NC(C)C1=CC(=CN2C1=NC(=CC2=O)N2CCCCC2)C 9-(1-((2-hydroxyphenyl)amino)ethyl)-7-methyl-2-(piperidin-1-yl)-4H-pyrido[1,2-a]pyrimidin-4-one